C([N])[N] carbenebis-nitrogen